FC(CN1N=NC2=C1C=C(C=C2)C=2C=CN1N=C(N=C(C12)OC)N[C@H]1CN(C[C@H]1F)C)F 5-(1-(2,2-difluoroethyl)-1H-benzo[d][1,2,3]triazol-6-yl)-N-((3s,4r)-4-fluoro-1-methylpyrrolidin-3-yl)-4-methoxypyrrolo[2,1-f][1,2,4]triazin-2-amine